4,5-dichloro-3-pyridinesulfonamide ClC1=C(C=NC=C1Cl)S(=O)(=O)N